C(#N)C=1C=C(C=CC1F)NC(=O)N1C(C=2C(=NN3C2CN(C[C@@H](C3)C3=NNC=C3)C)C[C@H]1C)=O |o1:22| (3R,8S*)-N-(3-Cyano-4-fluorophenyl)-3,10-dimethyl-1-oxo-8-(1H-pyrazol-3-yl)-3,4,8,9,10,11-hexahydro-1H-pyrido[4',3':3,4]pyrazolo[1,5-a][1,4]diazepine-2(7H)-carboxamide